4-((3-(1-(4-chloro-2-fluorophenyl)piperidin-4-yl)-2-oxo-2,3-dihydro-1H-imidazol-1-yl)sulfonyl)-N,N-dimethylbenzenesulfonamide ClC1=CC(=C(C=C1)N1CCC(CC1)N1C(N(C=C1)S(=O)(=O)C1=CC=C(C=C1)S(=O)(=O)N(C)C)=O)F